tert-butyl 1-hydroxy-1,4,6,7-tetrahydro-[1,2]oxaborolo[4,3-c]pyridine-5(3H)-carboxylate OB1OCC=2CN(CCC21)C(=O)OC(C)(C)C